(R)-2-(4-(4-chloropyrazolo[1,5-a]pyridin-2-yl)-1,4,6,7-tetrahydro-5H-imidazo[4,5-c]pyridin-5-yl)pyrimidin-5-amine ClC=1C=2N(C=CC1)N=C(C2)[C@@H]2N(CCC1=C2N=CN1)C1=NC=C(C=N1)N